FC1(CCC2=C1N=C(N=C2N2C[C@H]1C([C@H]1C2)CS(=O)(=O)N2CCN(CC2)C(=O)OC(C)(C)C)S(=O)(=O)C)F tert-butyl 4-((((1R,5S,6R)-3-(7,7-difluoro-2-(methylsulfonyl)-6,7-dihydro-5H-cyclopenta[d]pyrimidin-4-yl)-3-azabicyclo[3.1.0]hexan-6-yl)methyl)sulfonyl)piperazin-1-carboxylate